N-[(3S,4S)-1-(4-hydroxycyclohexyl)-3-methyl-4-piperidyl]-6-[3-(4-mesyl-2-anisidino)-1-propynyl]-1-(2,2,2-trifluoroethyl)-1H-1,3-benzimidazole-4-carboxamide OC1CCC(CC1)N1C[C@@H]([C@H](CC1)NC(=O)C1=CC(=CC=2N(C=NC21)CC(F)(F)F)C#CCNC=2C(OC)=CC=C(C2)S(=O)(=O)C)C